N-(3-carboxyphenyl)nitrone C(=O)(O)C=1C=C(C=CC1)[N+](=C)[O-]